BrC1=CN(C2=NC=C(C=C21)S(=O)(=O)NC)C2=CC=C(C=C2)C(F)(F)F 3-bromo-N-methyl-1-(4-(trifluoromethyl)phenyl)-1H-pyrrolo[2,3-b]pyridine-5-sulfonamide